FC=1C=C(C=C(C1F)F)NN (3,4,5-trifluorophenyl)hydrazine